ClC=1C=CC(=C(C1)NC(=S)NC1CN(C(C1)=O)C1=CC=C(C=C1)C#N)C 1-(5-chloro-2-methylphenyl)-3-[1-(4-cyanophenyl)-5-oxopyrrolidin-3-yl]thiourea